5-((5-chloro-2-((3S,5R)-4,4-difluoro-3,5-dimethylpiperidin-1-yl)pyrimidin-4-yl)amino)-1-(2-(dimethylamino)ethyl)-3-(3-hydroxy-3-methylbutyl)-1,3-dihydro-2H-benzo[d]imidazol-2-one ClC=1C(=NC(=NC1)N1C[C@@H](C([C@@H](C1)C)(F)F)C)NC1=CC2=C(N(C(N2CCC(C)(C)O)=O)CCN(C)C)C=C1